3-(3-methoxypropoxy)-1-propanol COCCCOCCCO